OC1=C(C=C(C=C1C(C)(C)C1=CC=CC=C1)C(C)(C)C1=CC=CC=C1)N1N=C2C(=N1)C=CC=C2 2-(2-hydroxy-3,5-di-alpha-cumylphenyl)-2H-benzotriazole